COC1=CC=C(C=C2CC3=CC=C(C=C3C2)OC)C=C1 2-(4-methoxybenzylidene)-5-methoxy-2,3-dihydro-1H-indene